ClC1=CC=C2C(=CNC2=C1F)S(=O)(=O)NC1=NC(=C(C=C1F)CC#N)OC 6-chloro-N-[5-(cyanomethyl)-3-fluoro-6-methoxypyridin-2-yl]-7-fluoro-1H-indole-3-sulfonamide